(S)-2-((tert-butyldimethylsilyl)oxy)propanoic acid [Si](C)(C)(C(C)(C)C)O[C@H](C(=O)O)C